2-[5-bromo-3-(ethylsulfanyl)pyridin-2-yl]-5-cyclopropyl-3-methyl-6-(trifluoromethyl)imidazo[4,5-c]pyridin-4-one BrC=1C=C(C(=NC1)C1=NC2=C(C(N(C(=C2)C(F)(F)F)C2CC2)=O)N1C)SCC